5-(tert-butyl)-1,3-dihydrospiro[inden-2,3'-oxetane] C(C)(C)(C)C=1C=C2CC3(COC3)CC2=CC1